Cl.Cl.Cl.C(C)(=O)[O-].[Mg+2].C(C)(=O)[O-] magnesium acetate, trishydrochloride